1-(2-fluoro-3-(2,2,2-trifluoroethoxy)phenyl)cyclopropan-1-amine FC1=C(C=CC=C1OCC(F)(F)F)C1(CC1)N